tert-Butyl (S)-4-(2-((1-methoxy-1-oxo-3-phenylpropan-2-yl)amino)-2-oxoethyl)piperazine-1-carboxylate COC([C@H](CC1=CC=CC=C1)NC(CN1CCN(CC1)C(=O)OC(C)(C)C)=O)=O